C(C)(C)(C)OC(=O)N1[C@@H]2CC([C@H]([C@H]1C(=O)O)CC2)=C (1S,3S,4R)-2-(tert-butoxycarbonyl)-5-methylene-2-azabicyclo[2.2.2]octane-3-carboxylic acid